C(#N)N1CN(CN(C1)C1=CC=C(C=C1)F)C#N 1,3-dicyano-5-(p-fluorophenyl)-1,3,5-triazine